tert-Butyl (S)-(1-(benzylamino)propan-2-yl)carbamate C(C1=CC=CC=C1)NC[C@H](C)NC(OC(C)(C)C)=O